NC1=C(C(=CC=C1)OC)CC#N 2-(2-amino-6-methoxyphenyl)acetonitrile